NC1=C(C2=C(C=CC=C2C=C1S(=O)(=O)O)O)OC 2-amino-1-methoxy-8-hydroxy-naphthalene-3-sulfonic acid